C(C)OC(C(=CC(=O)C1=CC2=C(C=C(C3=C2C=C(O3)F)OC)S1)CC)=O 2-Ethyl-4-(2-fluoro-4-methoxythieno[3,2-E]benzofuran-7-yl)-4-oxobut-2-enoic acid ethyl ester